4,4'-dipropoxymethyl-biphenyl C(CC)OCC1=CC=C(C=C1)C1=CC=C(C=C1)COCCC